N1(CCNCCC1)C1=NC2=CC=C(C=C2C=C1)[N+](=O)[O-] 2-[1,4]Diazepan-1-yl-6-nitro-quinoline